5-fluoro-1-indanone FC=1C=C2CCC(C2=CC1)=O